(2Z,5Z,8Z,11Z)-Heptadeca-2,5,8,11-tetraen-1-ol C(\C=C/C\C=C/C\C=C/C\C=C/CCCCC)O